(rac)-2'-[6-amino-5-(difluoromethoxy)pyridin-3-yl]-N-[2-(pyridin-4-yl)propan-2-yl]-5',6'-dihydrospiro[pyrrolidine-3,4'-pyrrolo[1,2-b]pyrazole]-1-carboxamide NC1=C(C=C(C=N1)C=1C=C2N(N1)CC[C@]21CN(CC1)C(=O)NC(C)(C)C1=CC=NC=C1)OC(F)F |r|